C1C=CC2C3CCC(C12)C3 3a,4,5,6,7,7a-Hexahydro-1H-4,7-methanoinden